[O-]S(=O)(=O)C(F)(F)F.[Ca+2].[O-]S(=O)(=O)C(F)(F)F Calcium triflat